OC[C@H]1[C@@H](C1)N(CCCCCCCC(=O)N(CCCCCCCCCC)CCCCCCCCCC)CCCCCCCC(=O)N(CCCCCCCCCC)CCCCCCCCCC 8,8'-(((1R,2R)-2-(hydroxymethyl)-cyclopropyl)azane-diyl)bis(N,N-didecyloctanamide)